acetyl-2',3'-dihydro-4'H-spiro[cyclohexane-1,1'-isoquinoline] C(C)(=O)N1C2(C3=CC=CC=C3CC1)CCCCC2